N1C=CC2=CC=C(C=C12)C=1C2=C(C(=NC1)OC)N=C(S2)NC(=O)N2CC1(CC2)CCOCC1 N-[7-(1H-Indol-6-yl)-4-methoxy-[1,3]thiazolo[4,5-c]pyridin-2-yl]-8-oxa-2-azaspiro[4.5]decan-2-carboxamid